FC=1C=CC(=C(C(=O)N2C3CC([C@H]([C@H]2CNC2=NC=C(C=C2)C(F)(F)F)C)C3)C1)N1N=CC=N1 N-({(3S,4R)-2-[5-fluoro-2-(2H-1,2,3-triazol-2-yl)benzoyl]-4-methyl-2-azabicyclo[3.1.1]hept-3-yl}methyl)-5-(trifluoromethyl)pyridin-2-amine